NC1=NN2C(N=CC=C2)=C1C(=O)N[C@@H](C)C=1N(C(C2=C(C=CC=C2C1)C#CC=1C=NN2C1OCC2)=O)C2=CC=CC=C2 (S)-2-amino-N-(1-(8-((2,3-dihydropyrazolo[5,1-b]oxazol-7-yl)ethynyl)-1-Oxo-2-phenyl-1,2-dihydroisoquinolin-3-yl)ethyl)pyrazolo[1,5-a]pyrimidine-3-carboxamide